N-methylmethylammonium C[NH2+]C